(3R,4R)-3-amino-4-hydroxypiperidine-1-carboxylic acid tert-butyl ester C(C)(C)(C)OC(=O)N1C[C@H]([C@@H](CC1)O)N